dibenzyl-(2-((2R,3S,4S,5S,6R)-6-((6-(3-(hex-5-ynyl)ureido)pyridin-3-yl)oxy)-3,4,5-trihydroxytetrahydro-2H-pyran-2-yl)ethyl)phosphonic acid C(C1=CC=CC=C1)OP(OCC1=CC=CC=C1)(=O)CC[C@H]1O[C@@H]([C@H]([C@H]([C@@H]1O)O)O)OC=1C=NC(=CC1)NC(=O)NCCCCC#C